C[C@H]1OCCOCCN2N=CC(C3=NN(C=4C=CC(OC1)=CC34)C3OCCCC3)=C2 (12R)-12-methyl-19-(oxan-2-yl)-8,11,14-trioxa-4,5,19,20-tetraazatetracyclo[13.5.2.12,5.018,21]tricosa-1(20),2(23),3,15(22),16,18(21)-hexaene